C(C)(=O)C1=NN(C2=CC=C(C=C12)C=1C=NC=2N(C1)N=C(C2)C)CC(=O)N2[C@@H](C[C@H](C2)F)C(=O)NC2=CC(=CC=C2)S(=O)(=O)C(F)(F)F (2S,4R)-1-(2-(3-acetyl-5-(2-methylpyrazolo[1,5-a]pyrimidin-6-yl)-1H-indazol-1-yl)acetyl)-4-fluoro-N-(3-((trifluoromethyl)sulfonyl)phenyl)pyrrolidine-2-carboxamide